NC1=CC=C(CC2N(CCN(CCN(C2)CC(=O)O)CC(=O)O)CC(=O)O)C=C1 2,2',2''-(2-(4-aminobenzyl)-1,4,7-triazonane-1,4,7-triyl)triacetic acid